9,9-bis{4-(3,4-dicarboxyphenoxy)phenyl}fluorene C(=O)(O)C=1C=C(OC2=CC=C(C=C2)C2(C3=CC=CC=C3C=3C=CC=CC23)C2=CC=C(C=C2)OC2=CC(=C(C=C2)C(=O)O)C(=O)O)C=CC1C(=O)O